bis[bis(tert-butyldimethylsilyl)amino]ethylvinylsilane [Si](C)(C)(C(C)(C)C)N([Si](C)(C)C(C)(C)C)C(CC=C[SiH3])N([Si](C)(C)C(C)(C)C)[Si](C)(C)C(C)(C)C